C(NC(=O)N)(=O)OC(C)C1=C(C(=NC=C1Br)OC)Br 1-(3,5-dibromo-2-methoxy-4-pyridinyl)ethanol allophanate